CS(=O)(=O)[N-]C1=CC(=CC=C1)[C@@H](CCN(C)C)NC(=O)C1=CC=2C(=NC=3CC[C@@H](CC3C2)C(C)(C)C)S1.[NH4+] ammonium methylsulfonyl-[3-[(1R)-3-(dimethylamino)-1-[[(6S)-6-tert-butyl-5,6,7,8-tetrahydrothieno[2,3-b]quinoline-2-carbonyl]amino]propyl]phenyl]azanide